6-((2R,4S)-4-hydroxy-2-methylpyrrolidine-1-carbonyl)-2-(3-((R)-1-(4-methyl-1H-pyrazol-3-yl)propan-2-yl)phenyl)-4-(trifluoromethyl)isoindolin-1-one O[C@H]1C[C@H](N(C1)C(=O)C1=CC(=C2CN(C(C2=C1)=O)C1=CC(=CC=C1)[C@@H](CC1=NNC=C1C)C)C(F)(F)F)C